C1(=CC=CC=C1)C=1N(C=C2C3=C(CCC12)SC(=N3)N)S(=O)(=O)C3=CC=CC=C3 6-Phenyl-7-(phenylsulfonyl)-5,7-dihydro-4H-[1,3]thiazolo[4,5-e]isoindol-2-amine